(2S,3R,4R)-1-acetyl-2-cyclopropyl-4-((3-ethoxyphenyl)amino)-3-methyl-1,2,3,4-tetrahydroquinoline-6-carbonitrile C(C)(=O)N1[C@H]([C@@H]([C@H](C2=CC(=CC=C12)C#N)NC1=CC(=CC=C1)OCC)C)C1CC1